N5-methyl-N5-phenyl-pyridine-2,5-diamine CN(C=1C=CC(=NC1)N)C1=CC=CC=C1